C(C=C)OC(=O)C1CCN(CC1)S(NC(=O)OCC(=O)OC(C)(C)C)(=O)=O 1-(N-((2-(tert-butoxy)-2-oxoethoxy)carbonyl)sulfamoyl)piperidine-4-carboxylic acid allyl ester